1-((3-bromo-1H-indol-5-yl)ethynyl)cyclohexan-1-ol BrC1=CNC2=CC=C(C=C12)C#CC1(CCCCC1)O